2-(difluoromethyl)-N-(4-(hydroxymethyl)tetrahydro-2H-pyran-4-yl)-5-((2-hydroxypyridin-3-yl)methoxy)benzofuran-3-carboxamide FC(C=1OC2=C(C1C(=O)NC1(CCOCC1)CO)C=C(C=C2)OCC=2C(=NC=CC2)O)F